FC=1C=C(C=CC1O)C1CCN(CC1)C1=CC(=C(C#N)C=C1)C(F)(F)F 4-(4-(3-fluoro-4-hydroxyphenyl)piperidin-1-yl)-2-(trifluoro-methyl)benzonitrile